C(#N)C1=CC(=C(COC2=CN=CC(=N2)N[C@H]2CN(CC2)CC2=NC3=C(N2C[C@H]2OCC2)C=C(C=C3)C(=O)O)C=C1)F 2-(((R)-3-((6-((4-cyano-2-fluorobenzyl)oxy)pyrazin-2-yl)amino)pyrrolidin-1-yl)methyl)-1-(((S)-oxetan-2-yl)methyl)-1H-benzo[d]imidazole-6-carboxylic acid